(1-(tetrahydro-2H-pyran-2-yl)-1H-pyrazol-5-yl)-2H-pyrazolo[3,4-c]quinolin-4-amine O1C(CCCC1)N1N=CC=C1C=1NN=C2C(=NC=3C=CC=CC3C21)N